[N+](=O)([O-])C1=CC=C(C=C1)N1CCN(CC1)C1=CC=C(C=C1)[N+](=O)[O-] 1,4-bis(4-nitrophenyl)piperazine